6-(N,N-dimethylsulfamoyl)-1-Methyl-1,2-dihydro-3H-benzo[e]Indole CN(S(=O)(=O)C1=CC=CC=2C=3C(CNC3C=CC21)C)C